2-(4-((4-((3-chloro-4-fluorophenyl)amino)-7-methoxyquinazolin-6-yl)oxy)piperidin-1-yl)-N-(4-((2-(2,6-dioxopiperidin-3-yl)-1-oxoisoindolin-4-yl)thio)butyl)acetamide ClC=1C=C(C=CC1F)NC1=NC=NC2=CC(=C(C=C12)OC1CCN(CC1)CC(=O)NCCCCSC1=C2CN(C(C2=CC=C1)=O)C1C(NC(CC1)=O)=O)OC